S1C(=CC=C1)B(O)O thiophene-2-ylboronic acid